C1(=CC=CC=C1)[C@H](C(=O)N1CC2=CC=C(C=C2C1)C1=C(C(=O)OC)C=CC=C1)CC Methyl (R)-2-(2-(2-phenylbutanoyl)isoindolin-5-yl)benzoate